2-BROMO-5H-PYRROLO[2,3-B]PYRAZINE-7-CARBOXALDEHYDE BrC=1N=C2C(=NC1)NC=C2C=O